C(C)(C)(C)C1=CC=2C(=NC(=CN2)C(CCC[C@@H](OC(C)C)[C@H]2N(C(OC2)(C)C)C(=O)OC(C)(C)C)=O)N1C tert-butyl (4S)-4-[(1R)-5-(6-tert-butyl-5-methyl-pyrrolo[2,3-b]pyrazin-3-yl)-1-isopropoxy-5-oxo-pentyl]-2,2-dimethyl-oxazolidine-3-carboxylate